COC1=CC=C(C=C1)[C@@H](C(=O)NC=1C=NN(C1)C)NC(=O)[C@H]1N(CCC1)C(=O)OCC1=CC=CC=C1 benzyl (S)-2-(((S)-1-(4-methoxyphenyl)-2-((1-methyl-1H-pyrazol-4-yl)amino)-2-oxoethyl)carbamoyl)pyrrolidine-1-carboxylate